6-Chloro-N-cyclobutylpyrido[3,2-d]pyrimidin-4-amine ClC=1C=CC=2N=CN=C(C2N1)NC1CCC1